C1(=CC=C(C=C1)C1=NN(N=C1)C(CC(=O)C1=CC=CC=C1)C1=CC=CC=C1)C1=CC=CC=C1 3-(4-([1,1'-Biphenyl]-4-yl)-2H-1,2,3-triazol-2-yl)-1,3-diphenylpropan-1-one